FC(C1(CC1)NC(OC(C)(C)C)=O)F tert-butyl N-[1-(difluoromethyl)cyclopropyl]carbamate